C(C)C=1C=CC(=NC1)CNCC1=C(C=CC=C1)F 1-(5-ethylpyridin-2-yl)-N-(2-fluorobenzyl)methylamine